NC=1C=C2NC(C(N(C2=CC1)C)=O)=O 6-Amino-1-methylquinoxaline-2,3(1H,4H)-dione